1-(1-oxo-5-((4-(5-(trifluoromethyl)pyridin-2-yl)piperazin-1-yl)methyl)isoindolin-2-yl)dihydropyrimidine-2,4(1H,3H)-dione O=C1N(CC2=CC(=CC=C12)CN1CCN(CC1)C1=NC=C(C=C1)C(F)(F)F)N1C(NC(CC1)=O)=O